ON=C(C1=CC=C(C=C1)C(F)(F)F)N N'-hydroxy-4-(trifluoromethyl)benzamidine